Ethyl-6'-(bis(4-methoxybenzyl)amino)-3-fluoro-4'-methyl-4-(3-(2,2,2-trichloroacetyl)ureido)-3'-(Trifluoromethyl)-[2,2'-bipyridyl]-5-carboxylate C(C)OC(=O)C=1C(=C(C(=NC1)C1=NC(=CC(=C1C(F)(F)F)C)N(CC1=CC=C(C=C1)OC)CC1=CC=C(C=C1)OC)F)NC(=O)NC(C(Cl)(Cl)Cl)=O